2,2,4-trimethyl-1,3-oxacyclopentane CC1COC(O1)(C)C